C(C)(C)(C)C1=CC=2C(=NC=C(N2)C(CCC[C@@H](CC2CC2)[C@H]2N(C(OC2)(C)C)C(=O)OC(C)(C)C)=O)O1 tert-Butyl (4R)-4-[(1S)-5-(6-tert-butylfuro[2,3-b]pyrazin-2-yl)-1-(cyclopropylmethyl)-5-oxo-pentyl]-2,2-dimethyl-oxazolidine-3-carboxylate